N-{3-[1-(4-Chloro-phenyl)-3,3-diethyl-1,3-dihydro-isobenzofuran-1-yl]-propyl}-N-methyl-alanine ClC1=CC=C(C=C1)C1(OC(C2=CC=CC=C12)(CC)CC)CCCN([C@@H](C)C(=O)O)C